N-(7-((3aR,4R,6R,6aR)-6-(((tert-butyldimethylsilyl)oxy)methyl)-4-cyano-2,2-dimethyltetrahydrofuro[3,4-d][1,3]dioxol-4-yl)pyrrolo[2,1-f][1,2,4]triazin-4-yl)benzamide [Si](C)(C)(C(C)(C)C)OC[C@H]1O[C@@]([C@H]2[C@@H]1OC(O2)(C)C)(C#N)C2=CC=C1C(=NC=NN12)NC(C1=CC=CC=C1)=O